tert-butyl 3-(2,5-dioxopiperazin-1-yl)propanoate O=C1N(CC(NC1)=O)CCC(=O)OC(C)(C)C